NC1=NC(=CC(=N1)N1CCOCC1)N1CCOCC1 2-amino-4,6-dimorpholinopyrimidine